CC1=C(C#N)C=CC=C1[C@@H](C)NC1=NC=2N(C3=C1C=C(N=C3)O[C@H]3COCC3)C=CN2 2-methyl-3-((R)-1-((3-(((R)-tetrahydrofuran-3-yl)oxy)imidazo[1,2-a]pyrido[4,3-e]pyrimidin-5-yl)amino)ethyl)benzonitrile